tertbutyl 4-[6-(oxan-4-yl)pyrazolo[1,5-a]pyridin-3-yl]piperazine-1-carboxylate O1CCC(CC1)C=1C=CC=2N(C1)N=CC2N2CCN(CC2)C(=O)OC(C)(C)C